FC1=CC=C(C=C1)N1C(OC=C1C1=CC=C(C=C1)S(=O)(=O)N)=O 4-[3-(4-fluorophenyl)-2,3-dihydro-2-oxo-4-oxazolyl]benzenesulfonamide